1-(3-aminopropyl)imidazolium butyrate C(CCC)(=O)[O-].NCCCN1C=[NH+]C=C1